4-[(1S,2S)-2-(4-phenyl-1,3-oxazol-2-yl)cyclopropyl]benzenesulfonamide C1(=CC=CC=C1)C=1N=C(OC1)[C@@H]1[C@H](C1)C1=CC=C(C=C1)S(=O)(=O)N